NC=1C2=C(N=CN1)N(C=C2C2=CC=C(C=C2)NC(=O)C=2C(N(N=C(C2)C(C)C)C2=NC=C(C=C2)C)=O)CC(F)(F)F N-(4-(4-Amino-7-(2,2,2-trifluoroethyl)-7H-pyrrolo[2,3-d]pyrimidin-5-yl)phenyl)-6-Isopropyl-2-(5-methylpyridin-2-yl)-3-oxo-2,3-dihydropyridazine-4-carboxamide